ClC1=C(C=C(C=N1)C=1C=NC=C(C(=O)NC2=NC=CC=C2)C1)NS(=O)(=O)C1=CC=CC=C1 5-(6-chloro-5-(phenylsulfonylamino)pyridin-3-yl)-N-(pyridin-2-yl)nicotinamide